C1(=CC=CC=C1)C(=O)NC=1C=2N=CN([C@H]3[C@H](OC(C4=CC=CC=C4)=O)[C@H](O)[C@@H](CO)O3)C2N=CN1 N6-benzeneFormyl-2'-O-benzoyl-adenosine